ClC=1C=CC2=C(C(=N[C@H](C=3N2C(=NN3)SC)CCC(=O)OC)C3=CC=CC=C3)C1 methyl (S)-3-(8-chloro-1-(methylthio)-6-phenyl-4H-benzo[f][1,2,4]triazolo[4,3-a][1,4]diazepin-4-yl)propionate